(E)-1-methylbenzene CC1=CC=CC=C1